2,2-difluoro-1,3-benzodioxole-5-carboxylic acid ethyl ester C(C)OC(=O)C1=CC2=C(OC(O2)(F)F)C=C1